11-chloro-3,3-dimethyl-1,5,8,12-tetrazatricyclo[7.3.0.02,6]dodeca-2(6),7,9,11-tetraene ClC=1C=C2N=CC=3NCC(C3N2N1)(C)C